[I-].C(C)N1C(C(C2=CC=C3C(=C12)C=CC=C3)(C)C)C 1-ethyl-2,3,3-trimethylbenzindole iodide